C(C)(C)(C)OC(N[C@@H]1CC[C@H](CC1)C(=O)NNC(COC)=O)=O (trans-4-(2-(2-methoxyacetyl)hydrazine-1-carbonyl)cyclohexyl)carbamic acid tert-butyl ester